C(C)(C)(C)OOC(C)(C)C1=C(C=CC=C1)C(C)(C)OOC(C)(C)C Bis(tert-butyldioxyisopropyl)benzol